2-hydroxy-8-{4-(trifluoromethyl)phenoxy}quinoline-5-carbonitrile OC1=NC=2C(=CC=C(C2C=C1)C#N)OC1=CC=C(C=C1)C(F)(F)F